3-Chlorobenzaldehyde-O-(1-methyl-1H-imidazole-4-carbonyl) oxime CN1C=NC(=C1)C(=O)ON=CC1=CC(=CC=C1)Cl